(2'S,3R)-7-bromo-8'-(difluoromethoxy)-3-fluoro-6'-(trifluoromethyl)-3'H-spiro[chroman-4,2'-imidazo[1,2-a]pyridine] BrC1=CC=C2C(=C1)OC[C@@H]([C@]21N=C2N(C=C(C=C2OC(F)F)C(F)(F)F)C1)F